NC(/C=C/C(=O)O)=O (E)-4-amino-4-oxobut-2-enoic acid